IC1=CC(=C(C=O)C=C1)N1CCC2(CC2)CC1 4-iodo-2-(6-azaspiro[2.5]octane-6-yl)benzaldehyde